(S)-2-amino-6-(4-((bis(2-hydroxyethyl)amino)methyl)-2-methoxybenzyl)-4-(pentan-2-ylamino)pyrimidin NC1=NC(=CC(=N1)N[C@@H](C)CCC)CC1=C(C=C(C=C1)CN(CCO)CCO)OC